4-iodo-1,3,5-trimethyl-pyrazole IC=1C(=NN(C1C)C)C